C12N(CC(C1)C2)C2=NC(=NC=1N3CCOC(C3=NC21)(C)C)C=2C=C(C(=NC2)N)F 5-[1-(2-Aza-bicyclo[2.1.1]hex-2-yl)-8,8-dimethyl-5,6-dihydro-8H-7-oxa-2,4,4b,9-tetraaza-fluoren-3-yl]-3-fluoro-pyridin-2-ylamine